C(C)OC1=NC(=NC=C1C(NC=1C=C(C=2N(C1)C=C(N2)C)OC)=O)N2CC(CC2)N(C(OC(C)(C)C)=O)C tert-butyl (1-(4-ethoxy-5-((8-methoxy-2-methylimidazo[1,2-a]pyridin-6-yl)carbamoyl)pyrimidin-2-yl)pyrrolidin-3-yl)(methyl)carbamate